6-Methyl-2-((1-(methylsulfonyl)piperidin-4-yl)amino)-8-(spiro[2.4]heptan-4-yl)pyrido[2,3-d]pyrimidin-7(8H)-one CC1=CC2=C(N=C(N=C2)NC2CCN(CC2)S(=O)(=O)C)N(C1=O)C1C2(CC2)CCC1